CC=1N=NC=C(C1[C@H](C)OC=1C=C2C(=NNC2=CC1OC)C=1C=NC(=CC1)N1CC2(CN(C2)S(=O)(=O)C)C1)C 5-[(1S)-1-(3,5-dimethylpyridazin-4-yl)ethoxy]-6-methoxy-3-[6-(2-methylsulfonyl-2,6-diazaspiro[3.3]heptan-6-yl)-3-pyridyl]-1H-indazole